8-(2-chloro-4-(1,7-diazaspiro[3.5]nonan-7-yl)phenyl)-6-(1-methylcyclopropoxy)-9-((4-methylpyridin-2-yl)methyl)-9H-purine ClC1=C(C=CC(=C1)N1CCC2(CCN2)CC1)C=1N(C2=NC=NC(=C2N1)OC1(CC1)C)CC1=NC=CC(=C1)C